ClC1=CC(=C(S1)C1=CC=C(C(=N1)C)O[C@@H]1C[C@H](CCC1)C(=O)[O-])COC(N(C)CCC)=O (1S,3S)-3-((6-(5-chloro-3-((((ethyl) Methyl (methyl)carbamoyl)oxy)methyl)thiophen-2-yl)-2-methylpyridin-3-yl)oxy)cyclohexane-1-carboxylate